1-oxo-phospholane O=P1CCCC1